CC1=CC(=CC=C1)C2=C(SC(=N2)C3=CC=C(C=C3)S(=O)(=O)C)C4=CC(=NC=C4)NC(=O)C5=CC=CC=C5 N-[4-[4-(3-methylphenyl)-2-(4-methylsulfonylphenyl)-1,3-thiazol-5-yl]-2-pyridyl]benzamide